tetrahydropyranyl carbonate C(OC1OCCCC1)([O-])=O